ClC(C(F)(F)F)(F)F 2-chloro-1,1,1,2,2-pentafluoroethane